(S)-2-(6'-(3-Methyl-1H-pyrrolo[2,3-b]pyridin-5-yl)spiro[cyclopropane-1,3'-isochroman]-8'-yl)pyrrolidine-1-carboxylic acid tert-butyl Ester C(C)(C)(C)OC(=O)N1[C@@H](CCC1)C=1C=C(C=C2CC3(OCC12)CC3)C=3C=C1C(=NC3)NC=C1C